FC=1C=2N(C=C(C1)NC(C(=C)C1=NC(=CN=C1)OC)=O)C=C(N2)C N-{8-fluoro-2-methylimidazo[1,2-a]pyridin-6-yl}-2-(6-methoxypyrazin-2-yl)prop-2-enamide